6-chloro-N-ethoxy-4-((5-fluoro-2-methoxy-3-(5-methylpyrazin-2-yl)phenyl)amino)nicotinamide ClC1=NC=C(C(=O)NOCC)C(=C1)NC1=C(C(=CC(=C1)F)C1=NC=C(N=C1)C)OC